[C@@H]1([C@H](O)[C@H](O)[C@@H](O)[C@@H](O1)C)O[C@H]1[C@@H]([C@H]([C@H](OC2[C@H](O)[C@H](O)[C@@H](O)[C@@H](O2)C)O[C@@H]1CO)O)O L-rhamnopyranosyl-(1→2) [α-L-rhamnopyranosyl-(1→4)]-beta-D-glucopyranoside